(1r,4r)-4-(tert-butoxycarbonylamino)cyclohexanecarboxylic acid CC(C)(C)OC(=O)NC1CCC(CC1)C(=O)O